5-(1H-indole-3-yl)-2-(o-tolyl)oxazole-4-carboxylic acid methyl ester COC(=O)C=1N=C(OC1C1=CNC2=CC=CC=C12)C1=C(C=CC=C1)C